BrC1=C(C#N)C(=CC=C1)OC1=CC(=CC=C1)Br 2-bromo-6-(3-bromophenoxy)benzonitrile